CC(CC(=O)O[C@@H]1[C@H](O[C@]([C@@H]1O)(C1=CC=C2C(=NC=NN21)NC(=O)OCCCCC)C#N)CO)C (2R,3S,4R,5R)-5-cyano-4-hydroxy-2-(hydroxymethyl)-5-(4-(((pentyloxy)carbonyl)amino)pyrrolo[2,1-f][1,2,4]triazin-7-yl)tetrahydrofuran-3-yl 3-methylbutanoate